C(C)(C)(C)C1=NN(C=C1)CC(=O)O 2-(3-(tert-butyl)-1H-pyrazol-1-yl)acetic acid